2,2-dichloro-5-fluoro-3-(trifluoromethyl)indol-3-ol ClC1(NC2=CC=C(C=C2C1(O)C(F)(F)F)F)Cl